NCCC(CCCN)CCCCN 4-aminoethyl-1,8-octanediamine